C(C)(C)(C)OC(=O)N(CC(=O)O)CC(=O)O N-(tert-Butoxycarbonyl)iminodiacetic acid